3-(Dimethylamino)cyclobutyl (8-amino-7-fluoro-6-(8-methyl-2,3-dihydro-1H-pyrido[2,3-b][1,4]oxazin-7-yl)isoquinolin-3-yl)carbamate NC=1C(=C(C=C2C=C(N=CC12)NC(OC1CC(C1)N(C)C)=O)C1=C(C2=C(OCCN2)N=C1)C)F